ClC1=C(C(=C(C=C1OC)OC)Cl)C1=CC2=C(N=C(N=C2)N[C@H]2[C@H](COC2)NC(C=C)=O)C(=N1)NCCCCN1CC(CC1)OC N-((3R,4S)-4-((6-(2,6-dichloro-3,5-dimethoxyphenyl)-8-((4-(3-methoxypyrrolidin-1-yl)butyl)amino)pyrido[3,4-d]pyrimidin-2-yl)amino)tetrahydrofuran-3-yl)acrylamide